8-Prenyl-kaempferol C(C=C(C)C)C1=C(C=C(C=2C(C(=C(OC12)C1=CC=C(O)C=C1)O)=O)O)O